tert-butyl-(R)-4-((1-(3-(2,6-bis(benzyloxy)pyridin-3-yl)-1-methyl-1H-indazol-6-yl)piperidin-4-yl)methyl)-3-(hydroxymethyl)piperazine-1-carboxylate C(C)(C)(C)OC(=O)N1C[C@@H](N(CC1)CC1CCN(CC1)C1=CC=C2C(=NN(C2=C1)C)C=1C(=NC(=CC1)OCC1=CC=CC=C1)OCC1=CC=CC=C1)CO